CN1C=NC2=C1C(=C(C=C2C2=CC=C(C=C2)OC(F)(F)F)C(=O)OCC)SC Ethyl 3-methyl-4-methylsulfanyl-7-[4-(trifluoromethoxy)phenyl]benzimidazole-5-carboxylate